methyl 3-(2-bromo-6-fluorobenzyl)oxetane-3-carboxylate BrC1=C(CC2(COC2)C(=O)OC)C(=CC=C1)F